5-chloro-2-[2-(trifluoromethyl)phenyl]pyrimido[4,5-d]pyrimidin-4-ol ClC1=C2C(=NC=N1)N=C(N=C2O)C2=C(C=CC=C2)C(F)(F)F